C(N)(OC1C(N(CCC1)C(=O)C1=CC2=C(N(C(=N2)C2=CC=3C(=NN(C3)C)N2CC2CC2)C)C(=C1)OC)C(C)(C)C)=O (tert-butyl 1-(2-(6-(cyclopropylmethyl)-2-methyl-2,6-dihydropyrrolo[2,3-c]pyrazol-5-yl)-7-methoxy-1-methyl-1H-benzo[d]imidazole-5-carbonyl) piperidin-3-yl) carbamate